FC(C(=O)N[C@H]1[C@@H](CCCC1)O)(F)C1=CC(=CN1C)C(=O)NC1=CC(=C(C=C1)F)C 5-(1,1-difluoro-2-(((1R,2R)-2-hydroxycyclohexyl)amino)-2-oxoethyl)-N-(4-fluoro-3-methylphenyl)-1-methyl-1H-pyrrole-3-carboxamide